1-(4-(1,4-dimethyl-1H-pyrazol-5-yl)-5-fluoropyrimidin-2-yl)-N-((2,4-dimethylthiazol-5-yl)methyl)-N-methylpiperidine-4-carboxamide CN1N=CC(=C1C1=NC(=NC=C1F)N1CCC(CC1)C(=O)N(C)CC1=C(N=C(S1)C)C)C